3-[2-(2-aminopyrimidin-5-yl)ethynyl]-4-(difluoromethoxy)-N-[(1S)-2-hydroxy-1-phenylethyl]benzamide NC1=NC=C(C=N1)C#CC=1C=C(C(=O)N[C@H](CO)C2=CC=CC=C2)C=CC1OC(F)F